(2R,3R,4S,5R)-2-(4-amino-2-methyl-7H-pyrrolo[2,3-d]pyrimidin-7-yl)-5-(2-(2-amino-3-bromoquinolin-7-yl)ethyl)tetrahydrothiophene-3,4-diol NC=1C2=C(N=C(N1)C)N(C=C2)[C@@H]2S[C@@H]([C@H]([C@H]2O)O)CCC2=CC=C1C=C(C(=NC1=C2)N)Br